bis(2-bromoethyl)sulfane BrCCSCCBr